ClC=1C=C(C=CC1Cl)C=1C(=NC=C(C(=O)N[C@H]2[C@@H](CCCC2)O)C1)OCC(F)(F)F 5-(3,4-Dichlorophenyl)-N-((1R,2R)-2-hydroxycyclohexyl)-6-(2,2,2-trifluoroethoxy)-nicotinamid